4-iodo-1H-pyridine IC1=CCNC=C1